FC([C@H]1N(C(OC1)=C=O)C=1N=C2N(CCOC3=C2C=CC(=C3)N[C@H](C(=O)N)OC)C1)F (S)-2-((2-((S)-4-(difluoromethyl)-2-carbonyl-oxazolidin-3-yl)-5,6-dihydrobenzo[f]imidazo[1,2-d][1,4]oxazepin-9-yl)amino)-2-methoxyacetamide